C(C1=CC=CC=C1)N1B(N(C2=C3C1=CC=CC3=CC=C2)P(C2=CC=CC=C2)C2=CC=CC=C2)C=2C(=C3CC(CC3=C(C2C[Si](C)(C)C)C)(C(=O)OC)C(=O)OC)C (S)-dimethyl 5-(1-benzyl-3-(diphenylphosphaneyl)-1H-naphtho[1,8-de][1,3,2]diazaborinin-2(3H)-yl)-4,7-dimethyl-6-((trimethylsilyl)methyl)-1,3-dihydro-2H-indene-2,2-dicarboxylate